C(#N)C1=C(C=C(OC2C(C(C2(C)C)N2NC=CC=C2N2CCC(CC2)C=O)(C)C)C=C1)OC N-((1r,3r)-3-(4-cyano-3-methoxyphenoxy)-2,2,4,4-tetramethylcyclobutyl)-6-(4-formylpiperidin-1-yl)pyridazine